2-fluoro-N-(6-(6-fluoro-2-(hydroxymethyl)-3-methylphenyl)imidazo[1,2-a]pyridin-2-yl)cyclopropane-1-carboxamide FC1C(C1)C(=O)NC=1N=C2N(C=C(C=C2)C2=C(C(=CC=C2F)C)CO)C1